NC1=C2C(=NC=N1)N(N=C2C2=CC=C(C=C2)OC2=CC=CC=C2)C2CCN(CC2)C2CN(C2)C2CCN(CC2)C2CCN(CC2)C2CN(C2)C(=O)OC(C)(C)C tert-butyl 3-[4-[4-[3-[4-[4-amino-3-(4-phenoxyphenyl)pyrazolo[3,4-d]pyrimidin-1-yl]-1-piperidyl]azetidin-1-yl]-1-piperidyl]-1-piperidyl]azetidine-1-carboxylate